ClC1=C(C(=C(N=N1)N1CCC(CCC1)(F)F)C(=O)NC=1C=C(C=CC1)[S@](=O)(C)=NC(OC(C)(C)C)=O)C tert-butyl (R)-((3-(6-chloro-3-(4,4-difluoroazepan-1-yl)-5-methylpyridazine-4-carboxamido)phenyl)(methyl)(oxo)-λ6-sulfaneylidene)carbamate